2-chloro-4-((2-chloro-3,6-difluorobenzyl)amino)pyrimidin-5-carboxamide ClC1=NC=C(C(=N1)NCC1=C(C(=CC=C1F)F)Cl)C(=O)N